4'-trifluoromethoxy-N-m-tolyl-[1,1'-biphenyl]-4-sulfonamide FC(OC1=CC=C(C=C1)C1=CC=C(C=C1)S(=O)(=O)NC=1C=C(C=CC1)C)(F)F